N1=C(C=CC=C1)C(C(OOOO)(S)S)CCCCCCCC 2-pyridyldimercapto-tetraoxatetradecane